FC(C(=O)O)(F)F.N[C@]1(CN(C[C@@H]1CCCB(O)O)S(N(CC)CC1(CC1)N)(=O)=O)C(=O)O (3R,4S)-3-amino-1-(N-((1-aminocyclopropyl)methyl)-N-ethylsulfamoyl)-4-(3-boronopropyl)pyrrolidine-3-carboxylic acid, 2,2,2-trifluoroacetic acid salt